4-methyl-5'-(methylsulfonamido)spiro[cyclohexane-1,3'-indolin] CC1CCC2(CNC3=CC=C(C=C23)NS(=O)(=O)C)CC1